2-(1-Cyclopentyl-1H-pyrazol-4-yl)-5-[({1-[2-fluoro-4-(trifluoromethyl)phenyl]cyclopropyl}carbonyl)amino]benzoic acid C1(CCCC1)N1N=CC(=C1)C1=C(C(=O)O)C=C(C=C1)NC(=O)C1(CC1)C1=C(C=C(C=C1)C(F)(F)F)F